4-Ethoxy-N-((1,2,3,5,6,7-hexahydro-s-indacen-4-yl)carbamoyl)pyridine-3-sulfonamide, Potassium Salt [K].C(C)OC1=C(C=NC=C1)S(=O)(=O)NC(NC1=C2CCCC2=CC=2CCCC12)=O